C(#N)C=1C=C(C=C(C1)F)[C@@H]1CC=NN1C(=O)N1CCN(CC1)C1=NC=C(C(=N1)N1N=CC(=C1)C(=O)N)F (S)-1-(2-(4-(5-(3-cyano-5-fluorophenyl)-4,5-dihydro-1H-pyrazole-1-carbonyl)piperazin-1-yl)-5-fluoropyrimidin-4-yl)-1H-pyrazole-4-carboxamide